C(C)(C)(C)C1=CC=C(C=C1)C1=NC=CC(=C1)CC1C(NC(S1)=O)=O 5-((2-(4-(t-butyl)phenyl)pyridin-4-yl)methyl)thiazolidin-2,4-dione